(1R,3aR,6aS)-N-((S)-1-cyano-2-((S)-2-oxopiperidin-3-yl)ethyl)-2-(9-hydroxy-9H-fluorene-9-carbonyl)octahydrocyclopenta[c]pyrrole-1-carboxamide C(#N)[C@H](C[C@H]1C(NCCC1)=O)NC(=O)[C@@H]1N(C[C@H]2[C@@H]1CCC2)C(=O)C2(C1=CC=CC=C1C=1C=CC=CC21)O